COCOC[C@H]1C[C@@H]2N(C3=C(OC2)C(=CC=N3)SC=3N=CC(=NC3)N3CCC2([C@@H]([C@@H](OC2)C)N)CC3)C1 (3S,4S)-8-(5-(((6aS,8S)-8-((methoxymethoxy)methyl)-6a,7,8,9-tetrahydro-6H-pyrido[3,2-b]pyrrolo[1,2-d][1,4]oxazin-4-yl)thio)pyrazin-2-yl)-3-methyl-2-oxa-8-azaspiro[4.5]decan-4-amine